8-(2-isopropylphenyl)-1,4-dioxaspiro[4.5]decane-8-carbonitrile C(C)(C)C1=C(C=CC=C1)C1(CCC2(OCCO2)CC1)C#N